2-(4-bromophenoxy)ethanol tert-Butyl-(2-((5-bromopyridin-2-yl)amino)ethyl)carbamate C(C)(C)(C)N(C(=O)OCCOC1=CC=C(C=C1)Br)CCNC1=NC=C(C=C1)Br